C1(=CC=CC=C1)[C@@H](C)OC(=O)[C@]1(CN(C[C@H]1CC=C)C(NC(NC(=O)OC(C)(C)C)=NC(=O)OC(C)(C)C)=O)N=[N+]=[N-] |r| (racemic)-trans-(R)-1-phenylethyl-4-allyl-3-azido-1-((N,N'-bis(tert-butoxycarbonyl)carbamimidoyl)carbamoyl)pyrrolidine-3-carboxylate